CC(CCCNC(=O)C=1C(=NC(=CC1C)N(C1COCCC1)C)SCC)(C)C N-(4,4-Dimethyl-pentyl)-2-ethylsulfanyl-4-methyl-6-(methyl-tetrahydro-pyran-3-yl-amino)-pyridine-3-carboxylic acid amide